tert-butyl N-[[6-hydroxy-1-(p-tolylsulfonyl)-5-(trifluoromethoxy)indol-2-yl]methyl]carbamate OC1=C(C=C2C=C(N(C2=C1)S(=O)(=O)C1=CC=C(C=C1)C)CNC(OC(C)(C)C)=O)OC(F)(F)F